NCC(=O)OB(O)O boric acid glycyl ester